C[C@H]1CN(CC[C@@]1(C(=O)OC)N(C(CC)=O)C1=CC=CC=C1)CCC1=CC=CC=C1 methyl (3S,4R)-3-methyl-1-(2-phenylethyl)-4-[phenyl(propionyl) amino]piperidine-4-carboxylate